C(=O)(O)[C@H](CCCCC1=CC=C(C=C1)OCC)N1CCN(CCN(CCN(CC1)CC(=O)[O-])CC(=O)[O-])CC(=O)[O-].[Gd+3] gadolinium 2,2',2''-{10-[(1S)-1-carboxy-5-(4-ethoxyphenyl)pentyl]-1,4,7,10-tetraazacyclododecane-1,4,7-triyl}triacetate